C(C=C)OC(=O)[C@H](C)OC(=O)[C@H](C)OC(=O)[C@H](C)OC([C@H](C)O)=O (S)-2-hydroxy-propionic acid (S)-1-[(S)-1-((S)-1-allyloxycarbonyl-ethoxycarbonyl)-ethoxy carbonyl]-ethyl ester